(4-{4-[2-amino-4-(4,4-difluoropiperidin-1-yl)-5-fluoro-1,3-benzothiazol-6-yl]-1H-1,2,3-triazol-1-yl}-3-{6-azaspiro[2.5]oct-6-yl}phenyl)-2-hydroxyethane-1-sulfonamide NC=1SC2=C(N1)C(=C(C(=C2)C=2N=NN(C2)C2=C(C=C(C=C2)C(CO)S(=O)(=O)N)N2CCC1(CC1)CC2)F)N2CCC(CC2)(F)F